undecane-5,6-diol CCCCC(C(CCCCC)O)O